ClC=1C=C2N(C(C=3N(C2=CC1)C=CN3)=O)C=3C(=NC=CC3)Cl 7-Chloro-5-(2-chloropyridin-3-yl)imidazo[1,2-a]quinoxalin-4(5H)-one